O-(4-tolyl)-L-serine C1(=CC=C(C=C1)OC[C@H](N)C(=O)O)C